(S)-5-fluoro-N,N-diisopropyl-2-((4-(3-((7-(piperidine-4-sulfonamido)-2-azaspiro[3.5]Nonan-2-yl)methyl)pyrrolidin-1-yl)pyrimidin-5-yl)oxy)benzamide hydrochloride Cl.FC=1C=CC(=C(C(=O)N(C(C)C)C(C)C)C1)OC=1C(=NC=NC1)N1C[C@@H](CC1)CN1CC2(C1)CCC(CC2)NS(=O)(=O)C2CCNCC2